C(C)OC1=C(C=CC(=C1)COCCCCC)O 2-ethoxy-4-((pentyloxy)methyl)phenol